CC1=CC=C(C=C1)S(=O)(=O)OC1=CC2=CC=C(C(=C2C(=C1)N1CC=2N=C(N=C(C2CC1)OS(=O)(=O)C1=CC=C(C)C=C1)OC[C@]12CCCN2C[C@@H](C1)F)Br)F 5-bromo-6-fluoro-4-(2-(((2R,7aS)-2-fluorohexahydro-1H-pyrrolizin-7a-yl)methoxy)-4-(tosyloxy)-5,6-dihydropyrido[3,4-d]pyrimidin-7(8H)-yl)naphthalen-2-yl 4-methylbenzenesulfonate